CC(C(CN1C(NC2=NC=C(C=C21)C2=CC(=CC=C2)C(F)(F)F)=O)=O)C 1-(3-methyl-2-oxo-butyl)-6-[3-(trifluoromethyl)phenyl]-3H-imidazo[4,5-b]pyridin-2-one